ClC1=NC(=C2C=C(C(N(C2=C1)C)=O)C)C=1C=CC=C2C=C(N=CC12)C=1C=CC(=NC1)C(=O)OC Methyl 5-(8-(7-chloro-1,3-dimethyl-2-oxo-1,2-dihydro-1,6-naphthyridin-5-yl)isoquinolin-3-yl)picolinate